N1=C(C=NC2=CC=CC=C12)C=1C=NN(C1)C1CCN(CC1)C=1C=C(C=O)C=CC1 3-(4-(4-(quinoxalin-2-yl)-1H-pyrazol-1-yl)piperidin-1-yl)benzaldehyde